methyl 5-bromo-2-(bromomethyl)-4-fluoro-3-(trifluoromethyl)benzoate BrC=1C(=C(C(=C(C(=O)OC)C1)CBr)C(F)(F)F)F